23-amino-17-fluoro-5-methyl-21-oxa-4,5,12,24-tetraazapentacyclo[20.3.1.02,6.08,13.014,19]hexacosa-1(25),2(6),3,8(13),9,11,14,16,18,22(26),23-undecaene-3-carbonitrile NC=1C=2OCC3=CC(=CC=C3C=3N=CC=CC3CC=3N(N=C(C3C(=CN1)C2)C#N)C)F